NC1=C(N=C2N1C=CC=C2C2=C1C=CC=NC1=CC=C2OC)C(=O)NCCC 3-Amino-8-(6-methoxyquinolin-5-yl)-N-propylimidazo[1,2-a]pyridine-2-carboxamide